(2R)-3-methoxy-2-(4-methylpiperazin-1-yl)-N-[3-(1H-pyrazol-4-yl)-1H-indol-7-yl]propionamide COC[C@H](C(=O)NC=1C=CC=C2C(=CNC12)C=1C=NNC1)N1CCN(CC1)C